FC(C(CC(=O)O)NC=1C2=C(N=C(N1)C1=CC=NC=C1)C=NC=C2)(F)F 4,4,4-trifluoro-3-{[2-(pyridin-4-yl)pyrido[3,4-d]Pyrimidin-4-yl]Amino}butyric acid